2-(4-(6-((2,5-difluorobenzyl)oxy)pyridin-2-yl)-2,5-difluorobenzyl)-1-(2-methoxyethyl)-1H-benzo[d]imidazole-6-carboxylic acid FC1=C(COC2=CC=CC(=N2)C2=CC(=C(CC3=NC4=C(N3CCOC)C=C(C=C4)C(=O)O)C=C2F)F)C=C(C=C1)F